tert-Butyl (2R,4R)-4-amino-2-[(benzyloxy)methyl]-3,3-difluoropyrrolidine-1-carboxylate rac-tert-Butyl-(2R,4R)-4-amino-2-[(benzyloxy)methyl]-3,3-difluoropyrrolidine-1-carboxylate C(C)(C)(C)OC(=O)N1[C@@H](C([C@@H](C1)N)(F)F)COCC1=CC=CC=C1.N[C@H]1C([C@H](N(C1)C(=O)OC(C)(C)C)COCC1=CC=CC=C1)(F)F |&1:8,10|